oxazol-5-ylmethyl (4-((2-(dimethylcarbamoyl)-2-azabicyclo[4.1.0]heptan-5-yl)methyl)phenyl)carbamate CN(C(=O)N1C2CC2C(CC1)CC1=CC=C(C=C1)NC(OCC1=CN=CO1)=O)C